N-[(1H-benzimidazol-2-yl)methyl]-8-bromo-2-[(1S,4S)-2,5-diazabicyclo[2.2.1]heptan-2-yl]pyrazolo[1,5-a][1,3,5]triazin-4-amine N1C(=NC2=C1C=CC=C2)CNC2=NC(=NC=1N2N=CC1Br)N1[C@@H]2CN[C@H](C1)C2